(1H-benzo[d][1,2,3]triazol-1-yl)(4-((tert-butyldimethylsilyl)oxy)phenyl)methanone N1(N=NC2=C1C=CC=C2)C(=O)C2=CC=C(C=C2)O[Si](C)(C)C(C)(C)C